CS(=O)(=O)N1C=CC2=NC(=CC=C21)C=O 1-(methylsulfonyl)-1H-pyrrolo[3,2-b]pyridine-5-carbaldehyde